4-(6-(4-Aminothiophene-2-yl)pyrazin-2-yl)-3,6-dihydropyridine NC=1C=C(SC1)C1=CN=CC(=N1)C=1CC=NCC1